O1CC(C1)C1=NN(C2=CC=C(C=C12)N)C1OCCCC1 3-(oxetan-3-yl)-1-(tetrahydro-2H-pyran-2-yl)-1H-indazol-5-amine